C(CCCCCCCCCCC)N.P(=O)(OCCCC)(OCCCC)O di-n-butyl phosphate dodecylamine salt